ClC=1C(=CC2=C([C@@H]([C@](O2)(C2=CC=CC=C2)CN[C@@H]2CC[C@@H](CC2)OC)O)C1C1=C(C(=O)N)C=CC(=C1F)OC(F)F)F 2-((2s,3s,4s)-5-chloro-6-fluoro-3-hydroxy-2-((((cis)-4-methoxycyclohexyl)amino)methyl)-2-phenyl-2,3-dihydrobenzofuran-4-yl)-4-(difluoromethoxy)-3-fluorobenzamide